((5-Methyl-2-furyl)methyl)(6-methyl-1,2,5,7-tetraza-1H-inden-4-yl)amine CC1=CC=C(O1)CNC1=C2C=NNC2=NC(=N1)C